NC1=C(C=CC(=N1)C1=CCCN(C1)C(=O)OC(C)(C)C)C=O tert-butyl 5-(6-amino-5-formyl-2-pyridyl)-3,6-dihydro-2H-pyridine-1-carboxylate